C1(CCC1)N1N=CC(=C1)C1=C(C(=O)[O-])C=C(C=C1)NC(=O)C1(CC1)C1=C(C=C(C=C1)C(F)(F)F)F.[Na+] sodium 2-(1-cyclobutyl-1H-pyrazol-4-yl)-5-[({1-[2-fluoro-4-(trifluoromethyl) phenyl]cyclopropyl}carbonyl)amino]benzoate